C1(CCCCC1)C[C@@H](C(=O)N[C@H](CO)C[C@H]1C(NCC1)=O)NC(OC(C(C)(C)C1=CC(=CC=C1)Cl)C1=CC2=CC=CC=C2C=C1)=O 2-(3-Chlorophenyl)-2-methyl-1-(naphthalen-2-yl)propyl ((S)-3-cyclohexyl-1-(((S)-1-hydroxy-3-((S)-2-oxopyrrolidin-3-yl)propan-2-yl)amino)-1-oxopropan-2-yl)carbamate